[C+4].C(CCCCCCCCCCCCCCCCCCCCCCC)(=O)[O-].C(CCCCCCCCCCCCCCCCCCCCCCC)(=O)[O-].C(CCCCCCCCCCCCCCCCCCCCCCC)(=O)[O-].C(CCCCCCCCCCCCCCCCCCCCCCC)(=O)[O-] tetracosanate carbon